C(C[C@@H](C(=O)O)N)CNC(=O)CI (2s)-(+)-amino-5-iodoacetamidopentanoic acid